FC1=CC(=CC=2N=C(OC21)NC2=NC1=CC=C(C=C1C=C2)C#N)N2CCN(CC2)C 2-((7-fluoro-5-(4-methylpiperazin-1-yl)benzo[d]oxazol-2-yl)amino)quinoline-6-carbonitrile